N,N'-bis(2,2,6,6-tetramethyl-4-piperidyl)-N,N'-diformylhexamethylene-diamine CC1(NC(CC(C1)N(CCCCCCN(C=O)C1CC(NC(C1)(C)C)(C)C)C=O)(C)C)C